BrC1=NNC2=C1C=NC(=C2)CC(=O)N (3-bromo-1H-pyrazolo[4,3-c]pyridin-6-yl)acetamide